[2H]C1=C(C(=C2C(=C1[2H])C(=C(N2)[2H])C([2H])([2H])[2H])[2H])[2H] 3-Methyl-1H-indole-d8